F[B-](F)(F)F.CN1C(N(C=C1)CCO)C 1,2-dimethyl-3-hydroxyethyl-imidazole tetrafluoroborate